3-((3-exo)-3-((7-((1H-indazol-3-yl)amino)-1,6-naphthyridin-5-yl)amino)-8-azabicyclo[3.2.1]octan-8-yl)propionitrile N1N=C(C2=CC=CC=C12)NC1=NC(=C2C=CC=NC2=C1)NC1CC2CCC(C1)N2CCC#N